FC1([C@]2(C1)CC=1N(N=C(C1C1=C3C(=NC(=C1)C)NN=C3)C3=CC=C(C=C3)F)C2)F (S)-1',1'-Difluoro-2-(4-fluorophenyl)-3-(6-methyl-1H-pyrazolo[3,4-b]pyridin-4-yl)spiro[4,6-dihydropyrrolo[1,2-b]pyrazole-5,2'-cyclopropane]